C(#N)C1=C(N=C(S1)N(C1=C(N=C2N1C=C(C=C2)C=2C=CC(=NC2)N2CCC(CC2)NC2CCN(CC2)C(=O)OC(C)(C)C)CC)C)C2=CC=C(C=C2)F tert-butyl 4-((1-(5-(3-((5-cyano-4-(4-fluorophenyl)thiazol-2-yl)(methyl)amino)-2-ethylimidazo[1,2-a]pyridin-6-yl)pyridin-2-yl)piperidin-4-yl)amino)piperidine-1-carboxylate